S1C(=NC=C1)CC(=O)NC1=NNC(=C1)[C@@H]1C[C@@H](CC1)N(C([O-])=O)CCC(F)(F)F (1R,3S)-3-{3-[(1,3-thiazol-2-ylacetyl)amino]-1H-pyrazol-5-yl}cyclopentyl(3,3,3-trifluoropropyl)carbamate